tri(p-methoxyphenyl) phosphate P(=O)(OC1=CC=C(C=C1)OC)(OC1=CC=C(C=C1)OC)OC1=CC=C(C=C1)OC